4-(2-(cyclopropanecarbonyl)-7,10-dioxo-6-(4-(trifluoromethyl)benzyl)-2,6,9-triazaspiro[4.5]decan-9-yl)-3-fluorobenzonitrile C1(CC1)C(=O)N1CC2(CC1)N(C(CN(C2=O)C2=C(C=C(C#N)C=C2)F)=O)CC2=CC=C(C=C2)C(F)(F)F